C(C)(C)OC1=C(C(=CC=C1)C(F)(F)F)C 1-isopropoxy-2-methyl-3-(trifluoromethyl)benzene